4,6-dibromo-3-(difluoromethoxy)-2-methylpyridine BrC1=C(C(=NC(=C1)Br)C)OC(F)F